NC=1C=CC(=C(C1)C1=C(C=C2C(=NC(=NC2=C1)OC[C@H]1N(CCC1)C)N1[C@@H](CN(C[C@@H]1C)C(C(=C)F)=O)C)C#N)C(F)(F)F 7-(5-amino-2-(trifluoromethyl)phenyl)-4-((2R,6S)-4-(2-Fluoroacryloyl)-2,6-dimethylpiperazin-1-yl)-2-(((S)-1-methylpyrrolidin-2-yl)methoxy)quinazoline-6-carbonitrile